1,2-bis(2-isocyanatoethylthio)ethane N(=C=O)CCSCCSCCN=C=O